ethyl 2-amino-4-chlorothiazole-5-carboxylate NC=1SC(=C(N1)Cl)C(=O)OCC